CN(C1CN(C1)C=1C=NC=2C=CC(=C(C2N1)C#N)NC1=CC(=C(C=C1)OCC=1C=NC(=CC1)C)OC)C 3-(3-(dimethylamino)azetidin-1-yl)-6-((3-methoxy-4-((6-methylpyridin-3-yl)methoxy)phenyl)amino)quinoxaline-5-carbonitrile